6-oxo-6H-benzo[c]chromen-3-yl triflate O(S(=O)(=O)C(F)(F)F)C1=CC=C2C3=C(C(OC2=C1)=O)C=CC=C3